tert-butyl (5R)-5-(1,1-dioxo-1λ6,2-thiazinan-2-yl)-3,3-difluoropiperidine-1-carboxylate O=S1(N(CCCC1)[C@@H]1CC(CN(C1)C(=O)OC(C)(C)C)(F)F)=O